[Pd].C(C1=CC=CC=C1)ONC(=N)N1N=CC=C1 1-(N-benzyloxy-amidino)pyrazole Palladium